benzyl 3-((tert-butoxycarbonyl)amino)-3-(2-(chlorosulfonyl)ethyl)piperidine-1-carboxylate C(C)(C)(C)OC(=O)NC1(CN(CCC1)C(=O)OCC1=CC=CC=C1)CCS(=O)(=O)Cl